N2-(2-aminoethyl)-L-arginine NCCN[C@@H](CCCNC(N)=N)C(=O)O